CC(CCCC\C=C/CCCCCCCCCCCC)=O cis-7-eicosenone